2-(3-(3,3-difluoro-1-((4-methyl-4H-1,2,4-triazol-3-yl)methyl)cyclobutyl)phenyl)-6-((isopropylamino)methyl)-4-(trifluoromethyl)isoindolin-1-one FC1(CC(C1)(CC1=NN=CN1C)C=1C=C(C=CC1)N1C(C2=CC(=CC(=C2C1)C(F)(F)F)CNC(C)C)=O)F